COC=1C=C2CCN(CC2=CC1C1(N=C(C2=C(N1)NC=C2)NC2=C(C=CC=C2)OC)N)C 2-(6-methoxy-2-methyl-1,2,3,4-tetrahydroisoquinolin-7-yl)-N4-(2-(methoxy)phenyl)-7H-pyrrolo[2,3-d]pyrimidine-2,4-diamine